N-{[4-(quinoline-6-sulfonyl)phenyl]methyl}furo[2,3-c]pyridine N1=CC=CC2=CC(=CC=C12)S(=O)(=O)C1=CC=C(C=C1)CN1C=C2C(C=C1)=CCO2